NC=1C=NC(=NC1)C1=C(N(N=N1)C)NC(O[C@H](C)C=1C(=NC=CC1)Cl)=O [(1R)-1-(2-chloro-3-pyridyl)ethyl] N-[5-(5-aminopyrimidin-2-yl)-3-methyl-triazol-4-yl]carbamate